[Na+].[Na+].NC(C(=O)N1CC(C1)OC1=C(C=2O[B-](CCC2C=C1)(O)O)C(=O)O)C=1N=CN(C1)C.NC(C(=O)N1CC(C1)OC1=C(C=2O[B-](CCC2C=C1)(O)O)C(=O)O)C=1N=CN(C1)C 8-({1-[amino(1-methyl-1H-imidazol-4-yl)acetyl]azetidin-3-yl}oxy)-4,4-dihydroxy-5-oxa-4-boranuidabicyclo[4.4.0]deca-1(6),7,9-triene-7-carboxylic Acid Disodium Salt